copper acrylate (methacrylate) C(C(=C)C)(=O)[O-].C(C=C)(=O)[O-].[Cu+2]